BrC1=CC=C(C=C1)N1CCCCC1 (4-bromo-phenyl)-piperidine